Ethylhexyl Isononan-oate C(CCCCCC(C)C)(=O)OC(CCCCC)CC